ClC1=C(C(=CC=C1OC1=CC=CC=C1)\C=C(\C1=NC=CC(=N1)C1=CN=NC=C1)/F)N1[C@H](CCC1)CN (R,Z)-(1-(2-Chloro-6-(2-fluoro-2-(4-(pyridazin-4-yl)pyrimidin-2-yl)vinyl)-3-phenoxyphenyl)pyrrolidin-2-yl)methanamine